NC=1C=2N(C3=C(C(=CC=C3N1)C(=O)N([C@@H]1COC3=C1C=CC(=C3)C(F)(F)F)C)F)C=NC2 (S)-4-amino-9-fluoro-N-methyl-N-(6-(trifluoromethyl)-2,3-dihydrobenzofuran-3-yl)imidazo[1,5-a]quinoxaline-8-carboxamide